N-methyl-2-(4-methyl-5-phenyl-oxazol-2-yl)sulfanyl-propanamide CNC(C(C)SC=1OC(=C(N1)C)C1=CC=CC=C1)=O